COC1=C(C(=CC=C1)OC)S(=O)(=O)NC1=NOC2=C1C(=CC(=C2)OC=2SC=CN2)OC 2,6-dimethoxy-N-(4-methoxy-6-(thiazol-2-yloxy)benzo[d]isoxazol-3-yl)benzenesulfonamide